OC1=CC=C(C=C1)C1(C=CC=C2C=C3C=CC=CC3=C12)C1=CC=C(C=C1)O 4,4-bis(4-hydroxyphenyl)fluorene